C(C1=CC=CC=C1)OC(CCC=C)(C(F)(F)F)C=1OC(=NN1)C1=NC(=C(C=C1Cl)C(F)(F)F)OC(CC=C)C 2-[1-benzyloxy-1-(trifluoromethyl)pent-4-enyl]-5-[3-chloro-6-(1-methylbut-3-enyloxy)-5-(trifluoromethyl)-2-pyridinyl]-1,3,4-oxadiazole